FC=1C(=C(C(=CC1)F)/C=C/C(=O)OC)C methyl (E)-3-(3,6-difluoro-2-methylphenyl)acrylate